4-(6-(3-Ethoxy-4-methoxyphenyl)-4-(trifluoromethyl)pyridin-2-yl)-1,2-oxaborolan-2-ol C(C)OC=1C=C(C=CC1OC)C1=CC(=CC(=N1)C1CB(OC1)O)C(F)(F)F